BrC=1C=C2N(N=CC(=C2NCC2(COC2)F)C(=NC2=C(C=C(C=C2)O[Si](C)(C)C(C)(C)C)CC)N)C1 6-bromo-N'-[4-[tert-butyl(dimethyl)silyl]oxy-2-ethyl-phenyl]-4-[[(3-fluorooxetan-3-yl)methyl]amino]pyrrolo[1,2-b]pyridazine-3-carboxamidine